2-(3-(2,6-dimethylpyridin-3-yl)-5-(phenanthren-9-yl)phenyl)-4,6-diphenyl-1,3,5-triazine CC1=NC(=CC=C1C=1C=C(C=C(C1)C=1C2=CC=CC=C2C=2C=CC=CC2C1)C1=NC(=NC(=N1)C1=CC=CC=C1)C1=CC=CC=C1)C